BrC1=CN=C(C2=CN=C(C=C12)Cl)OC1CC1 4-bromo-6-chloro-1-cyclopropoxy-2,7-naphthyridine